2-(4-{[(3R)-1-ethylpiperidin-3-yl]amino}imidazo[1,5-d][1,2,4]triazin-1-yl)-3-fluoro-5-methylphenol C(C)N1C[C@@H](CCC1)NC1=NN=C(C=2N1C=NC2)C2=C(C=C(C=C2F)C)O